Diazopropane CCC=[N+]=[N-]